C(C)(=O)[C@H]1N(CCCC1)S(=O)(=O)N[C@@H]([C@H](C)C1=C(C(=CC=C1F)C)C)C=1OC(NN1)=O (S)-2-acetyl-N-((1S,2R)-2-(6-fluoro-2,3-dimethylphenyl)-1-(5-oxo-4,5-dihydro-1,3,4-oxadiazol-2-yl)propyl)piperidine-1-sulfonamide